4-[(1R)-2-(4-bromo-2H-indazol-2-yl)-1-hydroxyethyl]phenol BrC=1C2=CN(N=C2C=CC1)C[C@H](O)C1=CC=C(C=C1)O